N,N-di(beta-hydroxypropyl)benzamide (E)-5-(4-acetoxystyryl)-1,3-phenylenediacetate C(C)(=O)OC1=CC=C(/C=C/C=2C=C(C=C(C2)CC(=O)O)CC(=O)O)C=C1.OC(CN(C(C1=CC=CC=C1)=O)CC(C)O)C